N(=C=S)C=1C=C(C=CC1)C=1NC2=CC=CC=C2C1C(C[N+](=O)[O-])C=1SC=CC1 2-(3-isothiocyanatophenyl)-3-(2-nitro-1-(thiophen-2-yl)ethyl)-1H-indole